N1C(=NC2=C1C=CC=C2)C2(NC(=CC(=N2)NCCN2CCOCC2)C)N 2-(1H-benzo[d]imidazol-2-yl)-6-methyl-N4-(2-morpholinoethyl)pyrimidine-2,4-diamine